6-Acetamido-8-aminopyrrolo[4,3,2-de]quinoline-4-carboxylic acid ethyl ester C(C)OC(=O)C=1N=C2C(=CC(=C3C2=C(C1)C=N3)N)NC(C)=O